ISOCHINOLINE C1=NC=CC2=CC=CC=C12